(R)-6-(3-(5-fluoropyridin-3-yl)isoxazolidin-2-yl)-N-(2-methoxy-4-(4-(4-methylpiperazin-1-yl)piperidin-1-yl)phenyl)pyrimidin-4-amine FC=1C=C(C=NC1)[C@@H]1N(OCC1)C1=CC(=NC=N1)NC1=C(C=C(C=C1)N1CCC(CC1)N1CCN(CC1)C)OC